N=C1N[C@H]2[C@@H](N1)CS[C@H]2CCCCC(=O)N 5-((3aS,3a'S,4S,4'S,6aR,6a'R)-2-iminohexahydro-1H-thieno[3,4-d]imidazole-4-yl)pentanamide